C(C)C(C(=O)O)CCCC.C(C)C(C(=O)O)CCCC.C(C)C(C(=O)O)CCCC.C(O)C(CC)(CO)CO trimethylolpropane tris(ethylhexanoate)